6-chloro-N-[5-(2,2-difluoroethoxy)-4-methylsulfanyl-pyrimidin-2-yl]-1H-indole ClC1=CC=C2C=CN(C2=C1)C1=NC=C(C(=N1)SC)OCC(F)F